3,4-Bis(4-trifluoromethylphenyl)isocoumarin FC(C1=CC=C(C=C1)C=1OC(=O)C2=CC=CC=C2C1C1=CC=C(C=C1)C(F)(F)F)(F)F